5-Methyl-4-[({(1R,2R)-2-[4-(3-methyl-1H-pyrazol-5-yl)benzoyl]-cyclohexyl}carbonyl)amino]-1H-pyrazole-3-carboxamide CC1=C(C(=NN1)C(=O)N)NC(=O)[C@H]1[C@@H](CCCC1)C(C1=CC=C(C=C1)C1=CC(=NN1)C)=O